1-(4-METHOXYPYRIDIN-2-YL)-N-(1-METHYL-1H-INDAZOL-7-YL)-1H-PYRAZOLE-4-SULFONAMIDE COC1=CC(=NC=C1)N1N=CC(=C1)S(=O)(=O)NC=1C=CC=C2C=NN(C12)C